P(=O)([O-])([O-])[O-].[P+3].[Fe+2].[Li+].P(=O)([O-])([O-])[O-] lithium iron phosphorus phosphate